FC=1C=NC(=NC1)[C@H]([C@H](C)S(=O)(=O)N)C (2S,3R)-3-(5-fluoropyrimidin-2-yl)butane-2-sulfonamide